N1(N=CN=C1)C1=C(C=C(C=C1)C(F)(F)F)NS(=O)(=O)C=1C=C(C(=O)O)C=CC1OC 3-(N-(2-(1,2,4-triazol-1-yl)-5-(trifluoromethyl)phenyl)sulfamoyl)-4-methoxybenzoic Acid